[2-({[8-amino-4,4-dimethyl-1-(tetrahydro-2H-pyran-2-yl)-4,5-dihydro-1H-pyrazolo[4,3-H]quinazolin-3-yl]carbonyl}amino)-1,3-thiazol-4-yl](difluoro)acetic acid NC1=NC=2C3=C(C(CC2C=N1)(C)C)C(=NN3C3OCCCC3)C(=O)NC=3SC=C(N3)C(C(=O)O)(F)F